ClC=1C(=NC=CC1)N1N=C(CC1C(=O)OCC)OS(=O)(=O)C1=CC=CC=C1 ethyl 1-(3-chloropyridin-2-yl)-3-((phenylsulfonyl)oxy)-4,5-dihydro-1H-pyrazole-5-carboxylate